2-(6-((2-methylpiperidin-4-yl)oxy)pyridazin-3-yl)-5-(1H-pyrazol-1-yl)phenol CC1NCCC(C1)OC1=CC=C(N=N1)C1=C(C=C(C=C1)N1N=CC=C1)O